C(C)OC(COC1=NN(C(=C1)C1=CC(=C(C(=C1)OC)OC)OC)C1=CC=CC=C1)=O.F[C@@H]1[C@@H](C1)C(=O)NC=1SC2=C(N1)C=CC(=C2)C2=C1C=NNC1=C(C=C2)C (1S,2S)-2-fluoro-N-(6-(7-methyl-1H-indazol-4-yl)benzo[d]thiazol-2-yl)cyclopropane-1-carboxamide ethyl-{[1-phenyl-5-(3,4,5-trimethoxyphenyl)-1H-pyrazol-3-yl]oxy}acetate